C1(=CC=CC=C1)C(C(C(=O)O)C(=O)O)(C)C1=CC=CC=C1 2,2-bis(phenyl)propandicarboxylic acid